6,6-dimethyl-3-octenoic acid CC(CC=CCC(=O)O)(CC)C